3-(tert-butyl)phenyl-boronic acid C(C)(C)(C)C=1C=C(C=CC1)B(O)O